Cl.COC=1C=C2C(=NNC(C2=CC1OC)=O)C=1C=C2CCNCC2=CC1 6,7-dimethoxy-4-(1,2,3,4-tetrahydroisoquinolin-6-yl)phthalazin-1(2H)-one hydrochloride